6-Fluoro-7-nitro-1H-indole-5-carboxylic acid methyl ester COC(=O)C=1C=C2C=CNC2=C(C1F)[N+](=O)[O-]